(Z)-2-cyano-3-hydroxy-but-2-enoic acid-(4-trifluoromethylphenyl)-amide FC(C1=CC=C(C=C1)NC(\C(=C(\C)/O)\C#N)=O)(F)F